5-(3-((tert-Butyldiphenylsilyl)oxy)bicyclo[3.1.0]hexan-6-yl)-1-isopropyl-3-(trifluoromethyl)-1H-pyrazole [Si](C1=CC=CC=C1)(C1=CC=CC=C1)(C(C)(C)C)OC1CC2C(C2C1)C1=CC(=NN1C(C)C)C(F)(F)F